3-methoxy-4-{[3-(4-{[(1S,4S)-4-{2-oxa-6-azaspiro[3.3]heptan-6-yl}cyclohexyl]amino}-1-(2,2,2-trifluoroethyl)-1H-indol-2-yl)prop-2-yn-1-yl]amino}benzonitrile COC=1C=C(C#N)C=CC1NCC#CC=1N(C2=CC=CC(=C2C1)NC1CCC(CC1)N1CC2(COC2)C1)CC(F)(F)F